9,9',9'',9'''-(3-(benzo[d]thiazol-2-yl)-6-(pyridin-3-yl)benzene-1,2,4,5-tetrayl)tetrakis(9H-carbazole-3,6-dicarbonitrile) S1C(=NC2=C1C=CC=C2)C=2C(=C(C(=C(C2N2C1=CC=C(C=C1C=1C=C(C=CC21)C#N)C#N)N2C1=CC=C(C=C1C=1C=C(C=CC21)C#N)C#N)C=2C=NC=CC2)N2C1=CC=C(C=C1C=1C=C(C=CC21)C#N)C#N)N2C1=CC=C(C=C1C=1C=C(C=CC21)C#N)C#N